dihydroxy-3-methylbutane OC(C)(C(C)C)O